1-(Tert-butyl)-N-((1,2,3,5,6,7-hexahydro-s-indacen-4-yl)carbamoyl)-1H-pyrazole-3-sulfonamide C(C)(C)(C)N1N=C(C=C1)S(=O)(=O)NC(NC1=C2CCCC2=CC=2CCCC12)=O